CC1(OB(OC1(C)C)C1=CC=C(C=C1)[C@@]12CNC[C@H]2C1)C (1R,5S)-1-(4-(4,4,5,5-tetramethyl-1,3,2-dioxaborolan-2-yl)phenyl)-3-azabicyclo[3.1.0]hexane